4-Chloro-5-[[2-(3-oxo-3-[4-[5-(trifluoromethyl)pyrimidin-2-yl]piperazin-1-yl]propoxy)ethyl]amino]-2,3-dihydropyridazin-3-one ClC=1C(NN=CC1NCCOCCC(N1CCN(CC1)C1=NC=C(C=N1)C(F)(F)F)=O)=O